BrC=1C=CC(=NC1)C(C(=O)[O-])(C)C 2-(5-bromopyridin-2-yl)-2-methylpropionate